C1(CC1)OCCN1C(C(=CC=C1)NC1=NC=2N(C(=C1)NC)N=CC2C(=O)NC2CC1(COC1)C2)=O 5-((1-(2-cyclopropoxyethyl)-2-oxo-1,2-dihydropyridin-3-yl)amino)-7-(methylamino)-N-(2-oxaspiro[3.3]heptan-6-yl)pyrazolo[1,5-a]pyrimidine-3-carboxamide